(E)-N-(3-(3-amino-4-(1-oxo-1,2,3,4-tetrahydroisoquinolin-6-yl)-1H-pyrazol-1-yl)phenyl)-3-(dimethylamino)acrylamide NC1=NN(C=C1C=1C=C2CCNC(C2=CC1)=O)C=1C=C(C=CC1)NC(\C=C\N(C)C)=O